C1(CC1)C=1C=C(C=C(C1OC)OC)[C@@]12CCN([C@H]2CC(CC1)=O)C (3aS,7aS)-3a-(3-cyclopropyl-4,5-dimethoxy-phenyl)-1-methyl-2,3,4,5,7,7a-hexahydroindol-6-one